S-Methyl-4-methyl-4-[methyl-[2-(2-naphthylmethoxy)ethyl]amino]pent-2-ynethioat CS=C(C#CC(C)(N(CCOCC1=CC2=CC=CC=C2C=C1)C)C)[O-]